2-[4-[2-(2,5-dimethylpyrrol-1-yl)-6-ethyl-1-methyl-benzoimidazol-4-yl]-2-methyl-pyrazol-3-yl]benzonitrile CC=1N(C(=CC1)C)C1=NC2=C(N1C)C=C(C=C2C2=C(N(N=C2)C)C2=C(C#N)C=CC=C2)CC